ClC=1C(=NC=CC1)OC[C@H]1N(CCC1)C1=C(C=C2C(C(=CN(C2=N1)C=1C=NN(C1)C)C(=O)O)=O)C#N (S)-7-(2-(((3-chloropyridin-2-yl)oxy)methyl)pyrrolidin-1-yl)-6-cyano-1-(1-methyl-1H-pyrazol-4-yl)-4-oxo-1,4-dihydro-1,8-naphthyridine-3-carboxylic acid